C(CCCCCCCCC)(=O)OC1CCN(CC1)C N-methyl-4-piperidinyl decanoate